2-(4,4-difluoroazepan-1-yl)-N-(2-methoxy-4-pyridinyl)-5-(trifluoromethyl)pyridine-3-carboxamide FC1(CCN(CCC1)C1=NC=C(C=C1C(=O)NC1=CC(=NC=C1)OC)C(F)(F)F)F